FC(S(=O)(=O)OC=1C=2CCC2C=C(C1C1=CC(=NC=C1)OC)C)(F)F 3-(2-methoxypyridin-4-yl)-4-methylbicyclo[4.2.0]oct-1(6),2,4-trien-2-yl trifluoromethanesulfonate